C(CCCCCCCCCCC)(=O)OC1CC(NC(C1)(C)C)(C)C 2,2,6,6-Tetramethylpiperidin-4-yl dodecanoate